COC(=O)C1=CC=C(C=C1)C1=CC=C(C=C1)N1C(N(C2=NC=C(C=C21)C)[C@@H]2CN(CC2)C(=O)OC(C)(C)C)=O tert-Butyl (S)-3-(1-(4'-(methoxycarbonyl)-[1,1'-biphenyl]-4-yl)-6-methyl-2-oxo-1,2-dihydro-3H-imidazo[4,5-b]pyridin-3-yl)pyrrolidine-1-carboxylate